(2S,3R,4R,5S)-3,4,5-tris(benzyloxy)-2-(bromomethyl)-1-(3-(thiophen-3-yl)propyl)piperidine tert-butyl-(1R,3s,5S)-3-(methylamino)-9-azabicyclo[3.3.1]nonane-9-carboxylate C(C)(C)(C)OC(=O)N1[C@H]2CC(C[C@@H]1CCC2)NC.C(C2=CC=CC=C2)O[C@@H]2[C@H](N(C[C@@H]([C@H]2OCC2=CC=CC=C2)OCC2=CC=CC=C2)CCCC2=CSC=C2)CBr